(S)-3-(7-((4-(morpholinomethyl)benzyl)oxy)-3-oxo-1,3-dihydro-2H-indazol-2-yl)piperidine-2,6-dione O1CCN(CC1)CC1=CC=C(COC=2C=CC=C3C(N(NC23)[C@@H]2C(NC(CC2)=O)=O)=O)C=C1